NC1=C(C=C(C=C1C(=O)N)C1=CC=C(C=C1)Cl)C1=CC=C(C=C1)NC(=O)NC=1C=NC=CC1 4'-amino-4-chloro-4''-(3-(pyridin-3-yl)ureido)-[1,1':3',1''-terphenyl]-5'-carboxamide